5-chloro-N-(4-(5-morpholino-6-oxo-3,6-dihydropyridin-1(2H)-yl)phenyl)pentanamide ClCCCCC(=O)NC1=CC=C(C=C1)N1CCC=C(C1=O)N1CCOCC1